ethyl (1S,3R)-3-hydroxycyclohexanecarboxylate O[C@H]1C[C@H](CCC1)C(=O)OCC